tert-butyl (4-(5-(chlorodifluoromethyl)-1,2,4-oxadiazol-3-yl)-2-fluorobenzyl)carbamate ClC(C1=NC(=NO1)C1=CC(=C(CNC(OC(C)(C)C)=O)C=C1)F)(F)F